C1(=CC=CC2=CC=CC=C12)C(C)N (+)-1-(1-naphthyl)ethylamine